((1R,3r,5S,6r)-3-hydroxy-3-(6-(trifluoromethyl)-1H-indazol-4-yl)bicyclo[3.1.0]Hexane-6-yl)methanesulfonamide OC1(C[C@H]2C([C@H]2C1)CS(=O)(=O)N)C1=C2C=NNC2=CC(=C1)C(F)(F)F